ClC1=C(C(=CC=C1)F)C1CN(C2=C(O1)C=C(C(=C2)N2N=C(N(C2=O)CC)CO)F)C(C)C 1-(2-(2-Chloro-6-fluorophenyl)-7-fluoro-4-isopropyl-3,4-dihydro-2H-benzo[b][1,4]oxazin-6-yl)-4-ethyl-3-(hydroxymethyl)-1H-1,2,4-triazol-5(4H)-one